ClC=1C(=NC(=NC1)N[C@H]1CN(CC1)C(=O)C1=CC=C(C=C1)NC(=O)C1OC1)OC N-(4-((R)-3-((5-chloro-4-methoxypyrimidin-2-yl)amino)pyrrolidine-1-carbonyl)phenyl)oxirane-2-carboxamide